C(#N)C=1C=NN2C1C(=CC(=C2)OCC)C=2C=CC(=NC2)N2CCC(CC2)(C=O)NC(OC(C)(C)C)=O tert-butyl (1-(5-(3-cyano-6-ethoxypyrazolo[1,5-a]pyridin-4-yl)pyridin-2-yl)-4-formylpiperidin-4-yl)carbamate